FC(C=1C=C(C=CC1)N1N=NC=C1)(F)F 1-(3-(trifluoromethyl)phenyl)-1H-1,2,3-triazol